2-(2-methyl-2H-indazol-5-yl)-4-(6-(methylamino)pyridin-3-yl)-6-(2,2,2-trifluoroethoxy)pyrido[2,3-b]pyrazin-3(4H)-one CN1N=C2C=CC(=CC2=C1)C1=NC2=C(N(C1=O)C=1C=NC(=CC1)NC)N=C(C=C2)OCC(F)(F)F